C(C)C(CC)(CCCCCCCCCCCC)CC 3,3-diethylpentadecane